CN(CC(=O)N1CCC(CC1)C=1C=C2C(=C(NC2=CC1)C1=CC(=C2C(=N1)SC=N2)C)C(C)C)C 2-(dimethylamino)-1-(4-(3-isopropyl-2-(7-methylthiazolo[5,4-b]pyridin-5-yl)-1H-indol-5-yl)piperidin-1-yl)ethan-1-one